6-bromo-2-(cyclopropylamino)pyrido[2,3-d]pyrimidin-7(8H)-one BrC1=CC2=C(N=C(N=C2)NC2CC2)NC1=O